FC1=C(C2=CC=CC=C2C(=C1)C1=CC2=C(N=C(N=C2)N[C@@H]2CNCCC2)N(C1=O)C)NS(=O)(=O)CC1=CC=CC=C1 (S)-N-(2-Fluoro-4-(8-methyl-7-oxo-2-(piperidin-3-ylamino)-7,8-dihydropyrido[2,3-d]pyrimidin-6-yl)naphthalen-1-yl)-1-phenylmethanesulfonamide